2-FLUORO-THIAZOLE-5-CARBOXYLIC ACID FC=1SC(=CN1)C(=O)O